2-phenyl-2-methyl-1,3-dioxane C1(=CC=CC=C1)C1(OCCCO1)C